C=1(N=CN2C1C=CC=C2)C2=CCCN(C2)C2=NC(=NC(=C2)C(C)C)N 4-(5-(imidazo[1,5-a]pyridin-1-yl)-3,6-dihydropyridin-1(2H)-yl)-6-isopropylpyrimidin-2-amine